4-tert-Butoxycarbonylaminobutyric acid C(C)(C)(C)OC(=O)NCCCC(=O)O